(1-(2,4-dimethyl-5-(5-(pyrrolidin-1-yl)-4H-1,2,4-triazol-3-yl)benzoyl)piperidin-4-yl)benzonitrile CC1=C(C(=O)N2CCC(CC2)C2=C(C#N)C=CC=C2)C=C(C(=C1)C)C1=NN=C(N1)N1CCCC1